(2s,3s,4r,5r)-5-(6-(2-chloro-5-methylbenzylamino)-2-(5-chloropyridin-3-yl)-9H-purin-9-yl)-3,4-dihydroxy-N-(methyl-d3)-tetrahydrofuran-2-carboxamide ClC1=C(CNC2=C3N=CN(C3=NC(=N2)C=2C=NC=C(C2)Cl)[C@H]2[C@@H]([C@@H]([C@H](O2)C(=O)NC([2H])([2H])[2H])O)O)C=C(C=C1)C